Tert-butyl (3-(2-hydroxyethyl)cyclobutyl)carbamate OCCC1CC(C1)NC(OC(C)(C)C)=O